N1=NC(=NN=C1)CNC(OC(C)(C)C)=O tert-butyl ((1,2,4,5-tetrazin-3-yl)methyl)carbamate